N,N,N-trimethylethan-1-aminium iodide [I-].C[N+](CC)(C)C